N-(3-(6-morpholino-1H-benzimidazol-2-yl)-1H-pyrazolo[3,4-b]pyridin-5-yl)vinylsulfonamide O1CCN(CC1)C=1C=CC2=C(NC(=N2)C2=NNC3=NC=C(C=C32)C=CNS(=O)=O)C1